FC(C=1C=CC=2N(N1)C(=CN2)C2=CC(=NC=N2)N2CC(CC(C2)OCCOC)CO)F [1-[6-[6-(Difluoromethyl)imidazo[1,2-b]pyridazin-3-yl]pyrimidin-4-yl]-5-(2-methoxyethoxy)-3-piperidyl]methanol